NC=1C=C(NC1)\C=C\1/C(N(C2=CC(=C(C=C12)C#N)C)C1=CC=C(C=C1)S(=O)(=O)C)=O (Z)-3-((4-amino-1H-pyrrol-2-yl)methylene)-6-methyl-1-(4-(methylsulfonyl)phenyl)-2-oxoindoline-5-carbonitrile